(3-chloro-2-methylphenyl)-7-cyclopropylpyrido[2,3-d]pyrimidin ClC=1C(=C(C=CC1)C=1N=CC2=C(N1)N=C(C=C2)C2CC2)C